N,N-dimethyl-5-(4,4,5,5-tetramethyl-1,3,2-dioxaborolan-2-yl)-6-(trifluoromethyl)pyridin-2-amine CN(C1=NC(=C(C=C1)B1OC(C(O1)(C)C)(C)C)C(F)(F)F)C